naphthalen-2,7-diol C1=C(C=CC2=CC=C(C=C12)O)O